tert-Butyl N-[(1S)-1-(5-chloro-1H-1,3-benzodiazol-2-yl)ethyl]carbamate ClC1=CC2=C(NC(=N2)[C@H](C)NC(OC(C)(C)C)=O)C=C1